OCCS(=O)(=O)NC1=CC(=C(C(=O)NC=2C(N(C=CC2)C2CCC(CC2)C(F)(F)F)=O)C=C1)N1CCC2(CC2)CC1 4-((2-hydroxyethyl)sulfonamido)-N-(2-oxo-1-(4-(trifluoromethyl)cyclohexyl)-1,2-dihydropyridin-3-yl)-2-(6-azaspiro[2.5]octan-6-yl)benzamide